phosphoric acid tri(2-ethylhexyl) ester C(C)C(COP(OCC(CCCC)CC)(OCC(CCCC)CC)=O)CCCC